ClC=1C=CC(=C(C1)N1CCC(CC1)C(=O)O)CN1CC2(C1)CCN(CC2)C(=O)OC(C(F)(F)F)C(F)(F)F 1-(5-Chloro-2-((7-(((1,1,1,3,3,3-hexafluoropropan-2-yl)oxy)carbonyl)-2,7-diazaspiro[3.5]nonan-2-yl)methyl)phenyl)piperidine-4-carboxylic acid